(R)-tert-butyl 3-(4-((3,4-dichloro-2-fluorophenyl)amino)pyrido[3,2-d]pyrimidin-6-yl)piperidine-1-carboxylate ClC=1C(=C(C=CC1Cl)NC=1C2=C(N=CN1)C=CC(=N2)[C@H]2CN(CCC2)C(=O)OC(C)(C)C)F